methyl 4,5-dibromo-3-chlorothiophene-2-carboxylate BrC=1C(=C(SC1Br)C(=O)OC)Cl